(3-fluoro-4-propan-2-ylphenyl)acetamide FC=1C=C(C=CC1C(C)C)CC(=O)N